N'-(2-(3,4-dichlorophenyl)-2,2-difluoroacetyl)-2-(pyridazin-3-yl)-6-(thiazole-5-carbonyl)-2,6-diazaspiro[3.4]octane-8-carbohydrazide ClC=1C=C(C=CC1Cl)C(C(=O)NNC(=O)C1CN(CC12CN(C2)C=2N=NC=CC2)C(=O)C2=CN=CS2)(F)F